4-[3,5-dimethoxy-4-(4-piperidylmethyl)phenyl]-6-methyl-1H-pyrazolo[3,4-c]pyridin-7-one TFA salt OC(=O)C(F)(F)F.COC=1C=C(C=C(C1CC1CCNCC1)OC)C=1C2=C(C(N(C1)C)=O)NN=C2